C1(CC=CC1)NS(=O)(=O)C1=CC(=CC=C1)C(=O)N1CC2(C3=CC(=CC=C13)NS(=O)(=O)C)CCC1(CC2)CC1 N-(cyclopent-3-en-1-yl)-3-(5''-(methylsulfonamido)dispiro[cyclopropane-1,1'-cyclohexane-4',3''-indoline]-1''-carbonyl)benzenesulfonamide